N-(4-(3-(4-Ethyl-3-Hydroxyphenyl)-4-Oxo-3,4-Dihydrothieno[3,2-d]Pyrimidin-2-yl)Phenyl)Acetamide C(C)C1=C(C=C(C=C1)N1C(=NC2=C(C1=O)SC=C2)C2=CC=C(C=C2)NC(C)=O)O